2-azido-2-(2-fluoro-[1,1'-biphenyl]-4-yl)propionic acid N(=[N+]=[N-])C(C(=O)O)(C)C1=CC(=C(C=C1)C1=CC=CC=C1)F